6-bromo-1-(2,2,2-trifluoroethyl)-3-(trifluoromethyl)-1H-indazole BrC1=CC=C2C(=NN(C2=C1)CC(F)(F)F)C(F)(F)F